N-(1-{[(2R)-1-{1-benzyl-4H,5H,7H-pyrrolo[2,3-c]pyridin-6-yl}-3-(benzyloxy)-1-oxopropan-2-yl]carbamoyl}-1-methylethyl)carbamic acid tert-butyl ester C(C)(C)(C)OC(NC(C)(C)C(N[C@@H](C(=O)N1CC2=C(CC1)C=CN2CC2=CC=CC=C2)COCC2=CC=CC=C2)=O)=O